methyl 3-({(5Z,8Z,11Z)-3-[(4-methylbenzene-1-sulfonyl)oxy]tetradeca-5,8,11-trien-1-yl} sulfanyl)propanoate CC1=CC=C(C=C1)S(=O)(=O)OC(CCSCCC(=O)OC)C\C=C/C\C=C/C\C=C/CC